2-(2-diethylaminoethylamino)-4-(benzothien-3-yl)pyrazolo[1,5-a][1,3,5]Triazine C(C)N(CCNC1=NC=2N(C(=N1)C1=CSC3=C1C=CC=C3)N=CC2)CC